2-(3-((S)-((1r,3S)-3-(difluoromethoxy)cyclobutyl)(4-methyl-4H-1,2,4-triazol-3-yl)methyl)phenyl)-6-(((1-methylcyclobutyl)amino)methyl)-4-(trifluoromethyl)isoindolin FC(OC1CC(C1)[C@@H](C=1C=C(C=CC1)N1CC2=CC(=CC(=C2C1)C(F)(F)F)CNC1(CCC1)C)C1=NN=CN1C)F